3-fluorophenyl-pyrrolidine-3-carboxylate FC=1C=C(C=CC1)OC(=O)C1CNCC1